[Br-].[Br-].C(CCCCCCCCC[N+]1=CC(=C(C=C1)C)Cl)[N+]1=CC(=C(C=C1)C)Cl 1,1'-(decane-1,10-diyl)bis(3-chloro-4-methylpyridin-1-ium) dibromide